(S)-2-(2,5-difluoro-4-(6-((3-fluoro-5-((4-fluorophenyl)ethynyl)pyridin-2-yl)methoxy)pyridin-2-yl)benzyl)-1-(oxetan-2-ylmethyl)-1H-benzo[d]imidazole-6-carboxylic acid FC1=C(CC2=NC3=C(N2C[C@H]2OCC2)C=C(C=C3)C(=O)O)C=C(C(=C1)C1=NC(=CC=C1)OCC1=NC=C(C=C1F)C#CC1=CC=C(C=C1)F)F